COC=1C=CC(N(C1)C(CNS(=O)(=O)C)CO[C@@H]1CC[C@@H](CC1)C1=CC=CC=C1)=O N-[2-(5-methoxy-2-oxo-1,2-dihydropyridin-1-yl)-3-{[(CIS)-4-phenylcyclohexyl]oxy}propyl]methane-sulfonamide